C(C)OC(=O)C1=NC(=NC(=C1)Cl)CBr (bromomethyl)-6-chloro-pyrimidine-4-carboxylic acid ethyl ester